(R)-N-(1-(1-(2,4-bis(trifluoromethyl)phenyl)ethyl)-1H-pyrazol-4-yl)-5-(pyridin-2-yl)-1H-pyrazole-3-carboxamide FC(C1=C(C=CC(=C1)C(F)(F)F)[C@@H](C)N1N=CC(=C1)NC(=O)C1=NNC(=C1)C1=NC=CC=C1)(F)F